ClC1=C(C(=O)N(C)C)C=C(C=C1)CC=1SC(=NN1)C1=C(N=C2N1C=CC=C2)C2=CC=C(C=C2)Cl 2-Chloro-5-((5-(2-(4-chlorophenyl)imidazo[1,2-a]pyridin-3-yl)-1,3,4-thiadiazol-2-yl)methyl)-N,N-dimethylbenzamide